CN1CCN(CC1)C1=CC(=NC(=C1)NC=1SC(=CN1)C=1N=NN(N1)C1=CC=CC=C1)NC1CCC(CC1)O (1R,4R)-4-((4-(4-methylpiperazin-1-yl)-6-((5-(2-phenyl-2H-tetrazol-5-yl)thiazol-2-yl)amino)pyridin-2-yl)amino)cyclohexan-1-ol